(R)-N-(4-methoxy-2-(4-methylpiperazin-1-yl)-5-((6-(3-(3-((6-methylpyridin-2-yl)methoxy)phenyl)isoxazolidin-2-yl)pyrimidin-4-yl)amino)phenyl)acrylamide COC1=CC(=C(C=C1NC1=NC=NC(=C1)N1OCC[C@@H]1C1=CC(=CC=C1)OCC1=NC(=CC=C1)C)NC(C=C)=O)N1CCN(CC1)C